6-bromo-3,3-dimethyl-2-oxo-2,3-dihydro-1H-pyrrolo[3,2-b]pyridine-1-carboxylic acid tert-butyl ester C(C)(C)(C)OC(=O)N1C(C(C2=NC=C(C=C21)Br)(C)C)=O